N-{2-(2-hydroxyethoxy)ethyl}-methallylmethylbicyclo[2.2.1]hept-5-ene-2,3-dicarboximide OCCOCCN1C(=O)C2C3(C=CC(C2C1=O)C3)CCC(C)=C